4'-Chloro-5'-(3-methyl-1H-pyrazol-4-yl)-1',2'-dihydrospiro[cyclopentane-1,3'-pyrrolo[2,3-b]pyridin] ClC1=C2C(=NC=C1C=1C(=NNC1)C)NCC21CCCC1